1,1-dioctylhydrazine C(CCCCCCC)N(N)CCCCCCCC